ClC1=C(C(=CC=C1Cl)Cl)CC(=O)O 2,3,6-trichlorophenyl-acetic acid